4-[4-(2,6-difluorobenzenesulfonyl)-1-piperazinecarbonyl]benzoic acid FC1=C(C(=CC=C1)F)S(=O)(=O)N1CCN(CC1)C(=O)C1=CC=C(C(=O)O)C=C1